4-(3-(2,5-Dichloro-4,6-dimethylpyridin-3-yl)-1,2,4-oxadiazol-5-yl)-2-methoxyphenol ClC1=NC(=C(C(=C1C1=NOC(=N1)C1=CC(=C(C=C1)O)OC)C)Cl)C